NCC=1C=C(C=CC1)C=1C=CC2=C(C(=C(O2)C)COC2=C(C=CC(=C2)CC)CC(=O)O)C1 2-(2-((5-(3-(aminomethyl)phenyl)-2-methylbenzofuran-3-yl)methoxy)-4-ethylphenyl)acetic acid